FC1=NNC=2C=CC3=C(C12)CCCC(=C3C3=CC=C(C=C3)N3CCC(CC3)CN3CCN(CC3)C=3C=C1CN(C(C1=CC3)=O)[C@@H]3C(NC(CC3)=O)=O)C3=CC=C(C=C3)F (S)-3-(5-(4-((1-(4-(1-fluoro-7-(4-fluorophenyl)-3,8,9,10-tetrahydrocyclohepta[e]indazol-6-yl)phenyl)piperidin-4-yl)methyl)piperazin-1-yl)-1-oxoisoindolin-2-yl)piperidine-2,6-dione